[Si](C1=CC=CC=C1)(C1=CC=CC=C1)(C(C)(C)C)O[C@@H]1CC[C@H](CC1)C(=O)N(C)OC Trans-4-((tert-butyldiphenylsilyl)oxy)-N-methoxy-N-methylcyclohexanecarboxamide